C(C)(C)(C)C(C(=O)[O-])(C(=O)[O-])C1=CC=CC=C1.[K+].[Li+] lithium potassium 2-(tert-butyl)-2-phenylmalonate